(S)-4-(2,2-dimethyl-4-(1-oxo-1-((5-(pyridin-3-yloxy)pyridin-2-yl)amino)propan-2-yl)piperazine-1-carbonyl)pyridine 1-oxide CC1(N(CCN(C1)[C@H](C(NC1=NC=C(C=C1)OC=1C=NC=CC1)=O)C)C(=O)C1=CC=[N+](C=C1)[O-])C